O1CCOC12CC=C(CC2)B2OC(C(O2)(C)C)(C)C 2-(1,4-dioxaspiro[4.5]decane-7-en-8-yl)-4,4,5,5-tetramethyl-1,3,2-dioxaborolane